COC=1C=C(C=CC1CC=1OC=C(N1)C)C=1C=C(N2N=CN=C(C21)N)C2=NN(C=C2)C 5-(3-methoxy-4-((4-methyloxazol-2-yl)methyl)phenyl)-7-(1-methyl-1H-pyrazol-3-yl)pyrrolo[2,1-F][1,2,4]triazin-4-amine